ClC=1C=CC2=C(N=C(O2)C2CC3(CC(C3)NC(=O)C3=CC=NC=C3)C2)C1 N-[6-(5-chloro-1,3-benzoxazol-2-yl)spiro[3.3]heptane-2-yl]pyridine-4-carboxamide